C(C)C1=CC2=C(C3=CC=C(C=C3C(=C2C=C1)OC(=O)C1C(C2C=CC1C2)C(=O)O)CC)OC(=O)C2C(C1C=CC2C1)C(=O)O 2,6-diethyl-9,10-bis[2-carboxy(3,6-methano-4-cyclohexenyl)]carbonyloxyanthracene